N-((3S,4S)-8-(5-((5-chloro-4-oxo-3,4-dihydroquinazolin-6-yl)thio)pyrazin-2-yl)-3-methyl-2-oxa-8-azaspiro[4.5]decan-4-yl)-2-methylpropane-2-sulfinamide ClC1=C2C(NC=NC2=CC=C1SC=1N=CC(=NC1)N1CCC2([C@@H]([C@@H](OC2)C)NS(=O)C(C)(C)C)CC1)=O